(S)-(3-aminopyrrolidin-1-yl)(3-methyl-5-(3-methyl-4-(1-methylpiperidin-4-yl)phenyl)thiophen-2-yl)methanone N[C@@H]1CN(CC1)C(=O)C=1SC(=CC1C)C1=CC(=C(C=C1)C1CCN(CC1)C)C